N-(tert-butoxycarbonyl)asparagine C(C)(C)(C)OC(=O)N[C@@H](CC(N)=O)C(=O)O